C(C)(C)NC1=CC(=NC=C1C=1SC(=NN1)N1CC2(C1)CNOC2)C2=CC=C1N2N=CC(=C1)C#N 7-(4-(isopropylamino)-5-(5-(7-oxa-2,6-diazaspiro[3.4]octan-2-yl)-1,3,4-thiadiazol-2-yl)pyridin-2-yl)pyrrolo[1,2-b]pyridazine-3-carbonitrile